2,5-difluoroiodobenzene FC1=C(C=C(C=C1)F)I